triphenyl-3-phenylpyridin-4-yl-phosphonium triflate [O-]S(=O)(=O)C(F)(F)F.C1(=CC=CC=C1)[P+](C1=C(C=NC=C1)C1=CC=CC=C1)(C1=CC=CC=C1)C1=CC=CC=C1